2-methyl-1-[4-(methyl-thio)phenyl]-2-(4-morpholinyl)-1-propanone CC(C(=O)C1=CC=C(C=C1)SC)(C)N1CCOCC1